F[C@@H]1[C@@H](C1)C(=O)NC1=CC=C2C(=N1)NC(=C2C=2C(=NC=CC2)OC)F (1S,2S)-2-fluoro-N-[2-fluoro-3-(2-methoxypyridin-3-yl)-1H-pyrrolo[2,3-b]pyridin-6-yl]cyclopropane-1-carboxamide